NC=1C2=C(N(C(N1)=O)C=1C(=C(C#N)C=CC1)OC)N=C(C(=C2)Cl)C(C)C 3-(4-amino-6-chloro-7-isopropyl-2-oxopyrido[2,3-d]pyrimidin-1(2H)-yl)-2-methoxybenzonitrile